ClC1=C(N=C2N(C1=O)C=C(N=C2C2=CC(=C(C=C2)F)F)[C@@H]2C[C@@H](OCC2)C=2C=NN(C2)C)C 3-chloro-9-(3,4-difluorophenyl)-2-methyl-7-((2R,4S)-2-(1-methyl-1H-pyrazol-4-yl)tetrahydro-2H-pyran-4-yl)-4H-pyrazino[1,2-a]pyrimidin-4-one